[SH2]=N.C(C1=CC=CC=C1)N1C=[N+](C=C1)C 1-benzyl-3-methylimidazolium sulfimide salt